O=C1N(CCC(N1)=O)C1=CC=C(C=C1)C1CCN(CC1)CC(=O)OC(C)(C)C tert-butyl 2-[4-[4-(2,4-dioxohexahydropyrimidin-1-yl)phenyl]-1-piperidyl]acetate